COC1=CC(=NC(=C1)C)NC1=NC(=NN2C1=C(C(=C2)C2=NN(C=C2)C)C)C=2N(C=CN2)C 4-Methoxy-6-methyl-N-[5-methyl-2-(1-methyl-1H-imidazol-2-yl)-6-(1-methyl-1H-pyrazol-3-yl)pyrrolo[2,1-f][1,2,4]triazin-4-yl]pyridin-2-amine